C(C1=CC=CC=C1)OC=1C=CC(=C(C(=O)OC)C1)OC Methyl 5-(benzyloxy)-2-methoxybenzoate